styrene-acrylic acid anion C(=CC1=CC=CC=C1)C=CC(=O)[O-]